4-(1-((1s,3r)-3-Amino-3-methylcyclobutyl)-1H-pyrazol-4-yl)-N-((3R,4S)-1-(cyclopropylsulfonyl)-3-methylpiperidin-4-yl)-5-(trifluoromethyl)pyrimidin-2-amine NC1(CC(C1)N1N=CC(=C1)C1=NC(=NC=C1C(F)(F)F)N[C@@H]1[C@@H](CN(CC1)S(=O)(=O)C1CC1)C)C